F[P-](F)(F)(F)(F)F.C1(=CC=CC=C1)[S+](C1=CC=C(C=C1)SC1=CC=CC=C1)C1=CC=CC=C1 Diphenyl[4-(phenylthio)phenyl]sulfonium Hexafluorophosphate